C1(CC1)CC=1N(C(=CC1C=1SC=C(N1)C(=O)O)C1=CC(=CC=C1)C=1C=NC=CC1)CC1=CC(=C(C=C1)S(N)(=O)=O)F 2-(2-(cyclopropylmethyl)-1-(3-fluoro-4-sulfamoylbenzyl)-5-(3-(pyridin-3-yl)phenyl)-1H-pyrrol-3-yl)thiazole-4-carboxylic acid